2-chloro-4-(3-chlorophenyl)pyrimidine ClC1=NC=CC(=N1)C1=CC(=CC=C1)Cl